2-methyl-1-phenylnaphtho[2,1-b]furan CC1=C(C2=C(O1)C=CC1=CC=CC=C12)C1=CC=CC=C1